CC1=NC2=CC(=CC=C2C=C1CC(=O)O)[N+](=O)[O-] 2-(2-methyl-7-nitroquinolin-3-yl)acetic acid